5-((2-fluorophenyl)(hydroxy)methyl)-4H-1,2,4-triazole-3-carboxamide FC1=C(C=CC=C1)C(C=1NC(=NN1)C(=O)N)O